C(N)(O[C@@H]1CCC2=C(NC1)C=CC=C2F)=O (R)-(6-fluoro-2,3,4,5-tetrahydro-1H-benzo[b]azepin-3-yl) carbamate